CC1=NC(=NO1)C1=CC=C2C=CN=C(C2=C1)NCCC(=O)NC1=NN(C(=C1)CCCCC)C 3-((7-(5-methyl-1,2,4-oxadiazol-3-yl)isoquinolin-1-yl)amino)-N-(1-methyl-5-pentyl-1H-pyrazol-3-yl)propionamide